BrCC1=CC=CC(=N1)C1(CCC1)O 1-(6-(bromomethyl)pyridin-2-yl)cyclobutan-1-ol